5-{[9-chloro-7-(5,6-difluoroindol-1-yl)-3,5-dihydro-2H-1,4-benzoxazepin-4-yl]methyl}pyrimidine-2-carbonitrile ClC1=CC(=CC=2CN(CCOC21)CC=2C=NC(=NC2)C#N)N2C=CC1=CC(=C(C=C21)F)F